(S)-N-(3-chloro-4-fluorophenyl)-7-(1-methyl-1H-pyrazol-4-yl)-5-(1-(pyrimidin-2-yl)ethoxy)quinazolin-4-amine ClC=1C=C(C=CC1F)NC1=NC=NC2=CC(=CC(=C12)O[C@@H](C)C1=NC=CC=N1)C=1C=NN(C1)C